C(N)(OC[C@@H]1C[C@H](C1)N1N=C(C(=C1)I)C1CC1)=O ((trans-3-(3-cyclopropyl-4-iodo-1H-pyrazol-1-yl) cyclobutyl) methyl) carbamate